2-[3,6-dichloro-2-(4-fluorophenyl)pyridin-4-yl]Propan-2-ol ClC=1C(=NC(=CC1C(C)(C)O)Cl)C1=CC=C(C=C1)F